C(C)(C)(C)N1N=CC2=C1C(N(N=C2C)CC(=O)N[C@@H](C)C2=CC=C(C=C2)OC(F)(F)F)=O (S)-2-(1-(tert-Butyl)-4-methyl-7-oxo-1,7-dihydro-6H-pyrazolo[3,4-d]pyridazin-6-yl)-N-(1-(4-(trifluoromethoxy)phenyl)ethyl)acetamid